C(=CCCCCCCCCCC(CCCCO)O)O 1,12,16-hexadecenetriol